C1CC12CCN(CC2)C=2C=C(C=CC2N2N=NC(=C2)C2=NC(=NC(=C2)C)N2CCC(CC2)(F)F)NS(=O)(=O)[C@H](CO)C (2S)-N-(3-{6-azaspiro[2.5]octan-6-yl}-4-{4-[2-(4,4-difluoropiperidin-1-yl)-6-methylpyrimidin-4-yl]-1H-1,2,3-triazol-1-yl}phenyl)-1-hydroxypropane-2-sulfonamide